FC(C1=C(C=C(C=C1)C(F)(F)F)NC(=O)C1[C@]2(C)[C@@H](CC1)[C@@H]1CCC3NC(C=C[C@]3(C)[C@H]1CC2)=O)(F)F N-{2,5-bis(trifluoromethyl)phenyl}-3-oxo-4-aza-androsta-1-en-17-carboxamide